FC(C(=O)N1CCC(CC1)O)(F)C=1C=C(C(=O)NC2=CC(=C(C=C2)F)C)C=CN1 2-(1,1-difluoro-2-(4-hydroxypiperidin-1-yl)-2-oxoethyl)-N-(4-fluoro-3-methylphenyl)isonicotinamide